(E)-methyl 2-[2-(3-methoxyphenoxy) phenyl]-3-methoxyacrylate COC=1C=C(OC2=C(C=CC=C2)/C(/C(=O)OC)=C\OC)C=CC1